(S)-5-(4-(3-(4-fluorophenyl)morpholinyl)-2-(1-(2-hydroxy-2-methylpropyl)-1H-pyrazol-4-yl)quinazolin-6-yl)-1,3-dimethylpyridin-2(1H)-one FC1=CC=C(C=C1)[C@@H]1N(CCOC1)C1=NC(=NC2=CC=C(C=C12)C=1C=C(C(N(C1)C)=O)C)C=1C=NN(C1)CC(C)(C)O